OC(CCCCCCC(C(=O)[O-])(CCCCCCCC)CCCCCC)CCCCCCC(C(=O)[O-])(CCCCCCCC)CCCCCC 7-hydroxytridecane-1,13-diylbis(2-hexyldecanoate)